(M)-6-Chloro-4-[(2S,5R)-2,5-dimethyl-4-prop-2-enoyl-piperazin-1-yl]-1-(2-isopropyl-4-methyl-3-pyridyl)-7-(6-methyl-1H-indazol-7-yl)pyrido[2,3-d]pyrimidin-2-one ClC1=CC2=C(N(C(N=C2N2[C@H](CN([C@@H](C2)C)C(C=C)=O)C)=O)C=2C(=NC=CC2C)C(C)C)N=C1C=1C(=CC=C2C=NNC12)C